O=C1NC=C(C(N1)=O)C=1C=C(C=2N(N1)C=CN2)[C@@H]2[C@H](C2)C2=CC=C(C(=O)N(C)C)C=C2 4-((1S,2S)-2-(6-(2,4-dioxo-1,2,3,4-tetrahydropyrimidin-5-yl)imidazo[1,2-b]pyridazin-8-yl)cyclopropyl)-N,N-dimethylbenzamide